C(CC)C(COC)(COC)CCC(C)C 2-propyl-2-isoamyl-1,3-dimethoxypropane